(putrescine) 2HCl Cl.Cl.NCCCCN